ClC1=CC(=CC=2CN(CCOC21)C[C@@H]2CC[C@H](CC2)C(=O)O)N2C=CC1=CC(=CC=C21)F trans-4-{[9-chloro-7-(5-fluoroindol-1-yl)-3,5-dihydro-2H-1,4-benzoxazepin-4-yl]methyl}cyclohexane-1-carboxylic acid